N-(6-acetylbenzo[d][1,3]-dioxol-5-yl)-2-(piperidin-3-yl)acetamide hydrochloride Cl.C(C)(=O)C=1C(=CC2=C(OCO2)C1)NC(CC1CNCCC1)=O